CC(CC[C@@H](C(=O)O)NCC1=CC2=C(N(CCO2)C)C=C1)(C)C (2S)-5,5-dimethyl-2-{[(4-methyl-3,4-dihydro-2H-1,4-benzoxazin-7-yl)methyl]amino}hexanoic acid